5-(4-fluorophenyl)-1-(1-methyl-1H-pyrazol-4-yl)-4-oxo-1,4-dihydropyridine-3-carboxylic acid FC1=CC=C(C=C1)C=1C(C(=CN(C1)C=1C=NN(C1)C)C(=O)O)=O